2,6-xylidine NC=1C(=CC=CC1C)C